C(C)(=O)OCC(COC1=CC=C(C=C1)C(C)(C)C1=CC(=C(C(=C1)Cl)OCC(CCl)OC(C)=O)Cl)OC(C)=O 3-(4-(2-(4-(2-acetoxy-3-chloropropoxy)-3,5-dichlorophenyl)propan-2-yl)phenoxy)propane-1,2-diyl diacetate